trans-N-(3-(2-benzoyl-2-methylhydrazine-1-carbonyl)-4-chlorophenyl)-2,2-dichloro-3-(3,5-dichlorophenyl)cyclopropane-1-carboxamide C(C1=CC=CC=C1)(=O)N(NC(=O)C=1C=C(C=CC1Cl)NC(=O)[C@@H]1C([C@H]1C1=CC(=CC(=C1)Cl)Cl)(Cl)Cl)C